C(C)(=O)C=1C(=C(C(=O)NC)C=C(C1)F)N 3-acetyl-2-amino-5-fluoro-N-methylbenzamide